C(C1=CC=CC=C1)C1=C(C(=C(C(=N1)CCC1=CC=C(C=C1)OC)C(=O)OC)C(=O)OC)O Dimethyl 6-benzyl-5-hydroxy-2-(4-methoxyphenethyl)pyridine-3,4-dicarboxylate